Cl.C1(CC1)NC(=O)C=1C=NC2=CC=C(C=C2C1NC1=CC=CC=C1)N1CCNCC1 N-cyclopropyl-4-(phenylamino)-6-(piperazin-1-yl)quinoline-3-carboxamide hydrochloride